C(C)(C)(C)C1=CC(=C(C(=C1)C)S(=O)OCCN(C)C)C 2-(dimethylamino)ethyl 4-tert-butyl-2,6-dimethylphenylsulfinate